5-(4-((7-((3-((2,6-Dimethylphenyl)amino)-1-methyl-1H-pyrazolo[3,4-d]pyrimidin-6-yl)amino)-3,4-dihydroisoquinolin-2(1H)-yl)methyl)piperidin-1-yl)-N-(2,6-dioxopiperidin-3-yl)picolinamide CC1=C(C(=CC=C1)C)NC1=NN(C2=NC(=NC=C21)NC2=CC=C1CCN(CC1=C2)CC2CCN(CC2)C=2C=CC(=NC2)C(=O)NC2C(NC(CC2)=O)=O)C